1-(6-(butylthio)-2-chloro-7H-purin-7-yl)ethan-1-one C(CCC)SC1=C2N(C=NC2=NC(=N1)Cl)C(C)=O